ClC1=CC(=NC(=N1)C(C)(F)F)NC1=CC(=NC=C1OCC)NC(C)=O N-(4-((6-chloro-2-(1,1-difluoroethyl)pyrimidin-4-yl)amino)-5-ethoxypyridin-2-yl)acetamide